ClC1=C(C(=CC(=C1)Cl)OC)B1OC(C(O1)(C)C)(C)C 2-(2,4-dichloro-6-methoxy-phenyl)-4,4,5,5-tetramethyl-1,3,2-dioxaborolane